CC1=CC2=C(C3=CC=C(C=C3C(=C2C=C1)OC(CCCCCCCCC)=O)C)OC(CCCCCCCCC)=O 2,6-dimethyl-9,10-bis(n-decanoyloxy)anthracene